(2S,3S)-ethyl 3-((2-chloro-7-methyl-7H-pyrrolo[2,3-d]pyrimidin-4-yl)amino)bicyclo[2.2.2]octane-2-carboxylate ClC=1N=C(C2=C(N1)N(C=C2)C)N[C@@H]2[C@H](C1CCC2CC1)C(=O)OCC